3-(3,4,5-trimethoxyphenyl)-1-(6-methoxy-1,2,3,4-tetrahydroquinoxalin-1-yl)prop-2-en-1-one ethyl-7-(methoxymethoxy)chromane-2-carboxylate C(C)OC(=O)C1OC2=CC(=CC=C2CC1)OCOC.COC=1C=C(C=C(C1OC)OC)C=CC(=O)N1CCNC2=CC(=CC=C12)OC